COC(C1=C(C(=CC(=C1)C1=NN=C(N1)CCN(C)C)C1CC1)C)=O cyclopropyl-5-(5-(2-(dimethylamino)ethyl)-4H-1,2,4-triazol-3-yl)-2-methylbenzoic acid methyl ester